COC=1C=C(C=CC1C=1C=C2C(=NC1)NC=C2)NC(CCC2=CC=NC=C2)=O N-(3-methoxy-4-(1H-pyrrolo[2,3-b]pyridin-5-yl)phenyl)-3-(pyridin-4-yl)propionamide